((1s,3s)-3-hydroxy-3-methylcyclobutyl)(6-((6-isopropoxy-5-(trifluoromethyl)pyridin-2-yl)methyl)-2-azaspiro[3.3]hept-2-yl)methanone OC1(CC(C1)C(=O)N1CC2(C1)CC(C2)CC2=NC(=C(C=C2)C(F)(F)F)OC(C)C)C